benzyl 4-[2-[2-[3-(3-amino-6-chloro-pyridazin-4-yl)-3,8-diazabicyclo[3.2.1]octan-8-yl]pyrimidin-4-yl]oxyethyl]piperazine-1-carboxylate NC=1N=NC(=CC1N1CC2CCC(C1)N2C2=NC=CC(=N2)OCCN2CCN(CC2)C(=O)OCC2=CC=CC=C2)Cl